1-Ethyl-6-fluoro-4-oxo-7-[4-(3-phenylpropanoyl)-1-piperazinyl]-1,4-dihydro-3-quinolinecarboxylic acid C(C)N1C=C(C(C2=CC(=C(C=C12)N1CCN(CC1)C(CCC1=CC=CC=C1)=O)F)=O)C(=O)O